C(C)OC(=O)C1=C(N=C(N1O)C1=C(C(=CC=C1)Cl)F)C 2-(3-chloro-2-fluorophenyl)-1-hydroxy-4-methyl-1H-imidazole-5-carboxylic acid ethyl ester